(1R,2R)-N-(2-oxo-2-phenylethyl)-2-(4-sulfamoylphenyl)cyclopropanecarboxamide 6,6-Dimethyl-6,7-dihydro-4H-[1,2,3]oxadiazolo[4,3-c][1,4]oxazin-8-ium-3-olate CC1(C[N+]=2C(CO1)=C(ON2)[O-])C.O=C(CNC(=O)[C@H]2[C@@H](C2)C2=CC=C(C=C2)S(N)(=O)=O)C2=CC=CC=C2